FC([C@@H](C)NC(C(=O)C1=CC(=C2CCCCN12)C(=O)NC1=CC(=C(C=C1)F)C)=O)(C)F (R)-3-(2-((3,3-difluorobutan-2-yl)amino)-2-oxoacetyl)-N-(4-fluoro-3-methylphenyl)-5,6,7,8-tetrahydroindolizine-1-carboxamide